CC1(CCC(CN1)NC1=NC=C(C(=N1)C1=CNC=2C(N(CCOC21)C=2C=NN(C2)C)=O)C(F)(F)F)C 8-{2-[(6,6-dimethylpiperidin-3-yl)amino]-5-(trifluoromethyl)pyrimidin-4-yl}-4-(1-methyl-1H-pyrazol-4-yl)-2H,3H,4H,5H,6H-pyrrolo[2,3-f][1,4]oxazepin-5-one